[Si](C)(C)(C(C)(C)C)OCC1=CC(=NC=C1C(F)(F)F)O 4-(((tert-butyldimethylsilyl)oxy)methyl)-5-(trifluoromethyl)pyridin-2-ol